2-(2'-cyclopropyl-[1,1'-biphenyl]-2-yl)-7-azaspiro[3.5]nonane C1(CC1)C1=C(C=CC=C1)C1=C(C=CC=C1)C1CC2(C1)CCNCC2